ClC1=C(C=CC=C1)[C@H]1CC[C@H](N1C(C1=CC=C(C=C1)N1N=CC=C1C)=O)C(=O)O (2s,5r)-5-(2-chlorophenyl)-1-(4-(5-methyl-1H-pyrazol-1-yl)benzoyl)pyrrolidine-2-carboxylic acid